C1(=CC(=CC=C1)C[C@H]1[C@H](CCC2=CC=C(C(N12)=O)Br)NS(=O)(=O)C)C1=CC=CC=C1 |r| rac-N-{(3S,4S)-4-[([1,1'-biphenyl]-3-yl)methyl]-7-bromo-6-oxo-1,3,4,6-tetrahydro-2H-quinolizin-3-yl}methanesulfonamide